12-(((2R)-2-methoxy-6-methylenetetrahydro-1H-pyrrolizin-7a(5H)-yl)methoxy)-5-methyl-5a,6,7,8,9,10-hexahydro-5H-4-oxa-3,10a,11,13,14-pentaaza-6,9-methanonaphtho[1,8-ab]heptalene CO[C@@H]1CC2(CC(CN2C1)=C)COC=1N=C2C3=C(OC(C4C5CCC(CN24)N5)C)N=CC=C3N1